OC=1C(=C(C=CC1)O)CCCC hydroxy-butyl-phenol